C1(CC1)N(C(=O)NCC1=CC2=CC=CC=C2C=C1)C1CNCCC1 1-cyclopropyl-3-(naphthalen-2-ylmethyl)-1-(piperidin-3-yl)urea